(2s,4s)-4-[3-(dimethylamino)propionyloxy]-1-(6-oxo-6-undecoxy-hexyl)piperidine-2-carboxylic acid [8-(1-octylnonyloxy)-8-oxo-octyl] ester C(CCCCCCC)C(CCCCCCCC)OC(CCCCCCCOC(=O)[C@H]1N(CC[C@@H](C1)OC(CCN(C)C)=O)CCCCCC(OCCCCCCCCCCC)=O)=O